Tungsten-Disulfide [W](=S)=S